C1C(CC2=CC=CC=C12)C(=O)ON1C(C2=CC=CC=C2C1=O)=O 1,3-dioxoisoindol-2-yl 2,3-dihydro-1H-indene-2-carboxylate